N1=CC(=CC=C1)C=1C=C2C=3CCCC(C3NC2=CC1)=O 6-(pyridin-3-yl)-2,3,4,9-tetrahydro-1H-carbazol-1-one